COC1=CC=C(OCCN)C=C1 2-(4-methoxyphenoxy)ethylamine